ClC1=CC=C(C=C1)C=1C=C(C(N(N1)C=1C=NN(C1)C)=O)C(=O)N[C@@H](C)C1=CC=NC=C1 (S)-6-(4-chlorophenyl)-2-(1-methyl-1H-pyrazol-4-yl)-3-oxo-N-(1-(pyridin-4-yl)ethyl)-2,3-dihydropyridazine-4-carboxamide